COC1=C(C(=NN1)C1=NC(=CC=C1)C)C=1N=C2C=C(C=NC2=CC1)N 6-(5-methoxy-3-(6-methylpyridin-2-yl)-1H-pyrazol-4-yl)-1,5-naphthyridin-3-amine